5-(((2-(3'-chloro-2'-(2-chloro-3-((3-fluoro-4-(2-((2-hydroxyethyl)amino)ethyl)pyridin-2-yl)amino)phenyl)-6-methoxy-[2,4'-bipyridin]-5-yl)ethyl)amino)methyl)pyrrolidin-2-one ClC=1C(=NC=CC1C1=NC(=C(C=C1)CCNCC1CCC(N1)=O)OC)C1=C(C(=CC=C1)NC1=NC=CC(=C1F)CCNCCO)Cl